7-chloro-N-(3,3-difluoropiperidin-4-yl)-2-methyl-5-((2-(trifluoromethyl)pyridin-3-yl)-methoxy)benzofuran-3-carboxamide ClC1=CC(=CC=2C(=C(OC21)C)C(=O)NC2C(CNCC2)(F)F)OCC=2C(=NC=CC2)C(F)(F)F